ClCC1=CC(=C(C=C1)C=1N(C=C(N1)C(F)(F)F)C)OC 2-(4-(chloromethyl)-2-methoxyphenyl)-1-methyl-4-(trifluoromethyl)-1H-imidazole